CC1=NC(=CC(=C1)C=1NC2=CC=C(C=C2C1C(C)C)C1CNCC1)C 2-(2,6-dimethylpyridin-4-yl)-3-isopropyl-5-(pyrrolidin-3-yl)-1H-indole